C(C)(=O)C1=C(C2=C(N=C(N=C2)NC2=NC=C(C=C2)C2CCN(CC2)C2=CC=C(C=C2)[C@@H](C)O)N(C1=O)C1CCCC1)C (R)-6-acetyl-8-cyclopentyl-2-((5-(1-(4-(1-hydroxyethyl)phenyl)piperidin-4-yl)pyridin-2-yl)amino)-5-methylpyrido[2,3-d]pyrimidin-7(8H)-one